CC1=C(C=CC(=C1)N1C2=CC=CC=C2C=2C=CC=CC12)C1=C(C=C(C=C1)N1C2=CC=CC=C2C=2C=CC=CC12)C 9,9'-(2,2'-dimethyl-[1,1'-biphenyl]-4,4'-diyl)bis(9H-Carbazole)